5-chloro-3,4-dimethyl-8-pyrrolidin-1-yl-pyrido[4',3':4,5]thieno[2,3-c]pyridazine ClC1=CN=C(C2=C1C1=C(N=NC(=C1C)C)S2)N2CCCC2